C(C=C)(=O)O.C(C=C)(=O)O.C(C=C)(=O)O.C(CC)OOOCCC propoxyether triacrylate